CCOC(=O)/C=C/C1=CC=C(C=C1)O Ethyl coumarate